8-(5-chloro-2-fluorophenyl)-N-(6-(piperazin-1-yl)pyridin-3-yl)pyrido[3,4-d]pyrimidin-2-amine ClC=1C=CC(=C(C1)C1=NC=CC2=C1N=C(N=C2)NC=2C=NC(=CC2)N2CCNCC2)F